1-methyl-5-(4-methylanilino)-1,5-dihydro-4H-pyrazolo[3,4-d]pyrimidine-4-one CN1N=CC2=C1N=CN(C2=O)NC2=CC=C(C=C2)C